(2S,3S,4S)-4-fluoro-3-hydroxy-1-((4-phenoxybutyryl)glycyl)pyrrolidine-2-carboxylic acid benzyl ester C(C1=CC=CC=C1)OC(=O)[C@H]1N(C[C@@H]([C@H]1O)F)C(CNC(CCCOC1=CC=CC=C1)=O)=O